C(C)OC([C@@H](N(C(C)C)C(=O)OCC)CC1=CC=CC=C1)=O N-(ethoxycarbonyl)-N-isopropylphenylalanine ethyl ester